(2R,3R,4S,5S)-2-(Acetylmethyl)-5-(1-(1-methylpiperidin-4-yl)-2,4-dioxo-1,2,3,4-tetrahydropyrimidin-5-yl)tetrahydrofuran-3,4-diacetic acid C(C)(=O)C[C@H]1O[C@@H]([C@H]([C@H]1CC(=O)O)CC(=O)O)C=1C(NC(N(C1)C1CCN(CC1)C)=O)=O